1-chloro-2-[dichloro(phenyl)methyl]benzene ClC1=C(C=CC=C1)C(C1=CC=CC=C1)(Cl)Cl